BrC=1C=2N(C(=CN1)Cl)N=CC2 4-bromo-7-chloro-pyrazolo[1,5-a]pyrazine